5-(1,1-difluoro-2-(((1s,4s)-4-hydroxycyclohexyl)amino)-2-oxoethyl)-N-(4-fluoro-3-methylphenyl)-1-methyl-1H-pyrrole-3-carboxamide FC(C(=O)NC1CCC(CC1)O)(F)C1=CC(=CN1C)C(=O)NC1=CC(=C(C=C1)F)C